3-(4-fluoro-2-(trifluoromethyl)benzyl)-5H-naphthalen FC1=CC(=C(CC=2C=CC=3C=CCCC3C2)C=C1)C(F)(F)F